(4-(5-bromo-6-ethylpyridin-2-yl)-1-((trimethylsilyl)methyl)-1H-1,2,3-triazol-5-yl)methanol BrC=1C=CC(=NC1CC)C=1N=NN(C1CO)C[Si](C)(C)C